OC1=CC=C(CCC#N)C=C1 p-hydroxybenzyl-acetonitrile